(R)-4-(1-aminopent-4-en-1-yl)-3-chloropicolinonitrile N[C@H](CCC=C)C1=C(C(=NC=C1)C#N)Cl